(3-(5-chlorothien-2-yl)-1-(2,2-difluoroethyl)-1H-indazol-5-yl)(3,3-difluoroazetidin-1-yl)methanone ClC1=CC=C(S1)C1=NN(C2=CC=C(C=C12)C(=O)N1CC(C1)(F)F)CC(F)F